CC1=C(C2=CC=CC=C2C(=C1)[N+](=O)[O-])NC(=O)C N-(2-methyl-4-nitronaphthalen-1-yl)acetamide